(S)-5-(7,7-difluoro-2-((2S,3R)-3-hydroxy-2-methylazetidin-1-yl)-6,7-dihydro-5H-cyclopenta[d]pyrimidin-4-yl)-2,3-dihydrospiro[indene-1,3'-morpholin]-5'-one FC1(CCC2=C1N=C(N=C2C=2C=C1CC[C@]3(NC(COC3)=O)C1=CC2)N2[C@H]([C@@H](C2)O)C)F